(S)-6-Ethyl-N-((S)-1-(5-(7-methoxy-2-methylchinolin-6-yl)oxazol-2-yl)-7-oxononyl)-6-azaspiro[2.5]octan-1-carboxamid C(C)N1CCC2(C[C@@H]2C(=O)N[C@@H](CCCCCC(CC)=O)C=2OC(=CN2)C=2C=C3C=CC(=NC3=CC2OC)C)CC1